C(C)/C(=C\C)/C1=NC=2N(C(=C1)N[C@@H]1C[C@H](CC1)NCC(=O)O)N=CC2 2-[[(1S,3S)-3-[[5-[(E)-1-ethylprop-1-enyl]pyrazolo[1,5-a]pyrimidin-7-yl]amino]cyclopentyl]amino]acetic acid